(4-hydroxyphenyl)methyl-(1-naphthylmethyl)sulfonium OC1=CC=C(C=C1)C[SH+]CC1=CC=CC2=CC=CC=C12